ClC=1N(C=CN1)CC1=CC(=C(C(=C1)F)C1=C(SC(=C1C)CC(C)C)S(=O)(=O)NC(OC)=O)F Methyl (3-(4-((2-chloro-1H-imidazol-1-yl)methyl)-2,6-difluorophenyl)-5-isobutyl-4-methylthiophen-2-yl)sulfonylcarbamate